[Si](C)(C)(C(C)(C)C)OCC1=C(C(=C(C#N)C(=C1)F)Cl)F 4-(((tert-Butyldimethylsilyl)oxy)methyl)-2-chloro-3,6-difluorobenzonitrile